3-(piperidin-4-yl)urea Hydrochloride Cl.N1CCC(CC1)NC(N)=O